ClC=1C=C(CNC(=O)C=2N=CN(C2)C2=NC(=NC=C2C)N[C@@H]2COCC2)C=CC1 (S)-N-(3-chloro-benzyl)-1-(5-methyl-2-((tetrahydro-furan-3-yl)amino)-pyrimidin-4-yl)-1H-imidazole-4-carboxamide